C(C1=CC=CC=C1)C1=NN=C(O1)[C@H](CC=1N=CN(C1)C(=O)OC(C)(C)C)NC(=O)OC(C)(C)C tert-butyl (S)-4-(2-(5-benzyl-1,3,4-oxadiazol-2-yl)-2-((tert-butoxycarbonyl)amino)ethyl)-1H-imidazole-1-carboxylate